1-(4-((4-(trifluoromethyl)pyridin-3-yl)methyl)-piperazine-1-carbonyl)-1H-pyrazole-3-carboxamide FC(C1=C(C=NC=C1)CN1CCN(CC1)C(=O)N1N=C(C=C1)C(=O)N)(F)F